C(C)(C)(C)C1=NN=C2N1C=C(C=C2Br)N(C(O)=O)C(=O)OC(C)(C)C.FC2(CCN(CC2)CC(C)C)C(=O)NC=2N=CC1=CC=C(C=C1C2)C2=CN=CN2C 4-fluoro-1-isobutyl-N-(6-(1-methyl-1H-imidazol-5-yl)isoquinolin-3-yl)piperidine-4-carboxamide tert-butyl-(tert-butyloxycarbonyl)(8-bromo-[1,2,4]triazolo[4,3-a]pyridin-6-yl)carbamate